C1(=CC=C(C=C1)NC1=CC=C(C(=C1)C1=CC=CC=C1)C1=CC=C(C=C1)C1=CC=CC=C1)C1=CC=CC=C1 N-([1,1'-biphenyl]-4-yl)-[1,1':2',1'':4'',1'''-quaterphenyl]-5'-amine